potassium tri-secondary butyl-borohydride C(C)(CC)[BH-](C(C)CC)C(C)CC.[K+]